N-(6-(6-methoxypyridin-3-yl)-1-(p-tolyl)-1H-pyrazolo[3,4-d]pyrimidin-4-yl)-5-nitrothiophene-2-carboxamide COC1=CC=C(C=N1)C1=NC(=C2C(=N1)N(N=C2)C2=CC=C(C=C2)C)NC(=O)C=2SC(=CC2)[N+](=O)[O-]